[Cl-].C(#N)C=1C(=C(C=CC1)[C@@H](C)[NH3+])C (R)-1-(3-cyano-2-methylphenyl)ethan-1-aminium chloride